N1[C@@H](CCC1=O)C(=O)[O-].[Na+] sodium L-pyroglutamat